2-(2-Hydroxyethyl)-6-iodo-3-(phenylamino)-3-(trifluoromethyl)-3,4-dihydroisoquinolin-1(2H)-one OCCN1C(C2=CC=C(C=C2CC1(C(F)(F)F)NC1=CC=CC=C1)I)=O